(R)-2-((5-(2-(6-((2,2-dimethoxyethyl)amino)-2-methylhexan-3-yl)-2,6-diazaspiro[3.4]octan-6-yl)-1,2,4-triazin-6-yl)oxy)-N-ethyl-5-fluoro-N-isopropylbenzamide COC(CNCCC[C@H](C(C)C)N1CC2(C1)CN(CC2)C=2N=CN=NC2OC2=C(C(=O)N(C(C)C)CC)C=C(C=C2)F)OC